6-bromo-5-(trifluoromethyl)quinolin-2(1H)-one BrC=1C(=C2C=CC(NC2=CC1)=O)C(F)(F)F